COC=1C=C(C=CC1OC)C=1C(=NN2C1N=C(C=C2NCC2=CC=C(C=C2)F)C)C 3-(3,4-dimethoxyphenyl)-N-[(4-fluorophenyl)methyl]-2,5-dimethylpyrazolo[1,5-a]pyrimidin-7-amine